(2R,4R)-N-((S)-1-(((6-amino-2-methylpyridin-3-yl)methyl)amino)-1-oxoprop-2-yl)-4-((5-cyanothiophen-2-yl)methyl)pyrrolidine-2-carboxamide dihydrochloride Cl.Cl.NC1=CC=C(C(=N1)C)CNC([C@H](C)NC(=O)[C@@H]1NC[C@H](C1)CC=1SC(=CC1)C#N)=O